NC1=CC=CC(=N1)S(=O)(=O)NC(=O)C=1C(=NC(=CC1)C1=CC(=CC(=C1)OC)OC)N1C(C[C@@H](C1)C)(C)C N-[(6-Amino-2-pyridyl)sulfonyl]-6-(3,5-dimethoxyphenyl)-2-[(4S)-2,2,4-trimethylpyrrolidin-1-yl]pyridin-3-carboxamid